2-isopropyl-N4-(1-methyl-1H-pyrazol-4-yl)-6-phenyl-1,3,5-triazine-2,4-diamine C(C)(C)C1(NC(=NC(=N1)NC=1C=NN(C1)C)C1=CC=CC=C1)N